Cyanic acid methyl ester COC#N